OC(CC1=NSC(=N1)NC(=O)C1=C(OC(=C1)C1=CC(=CC=C1)C(F)(F)F)C)(C)C N-(3-(2-hydroxy-2-methylpropyl)-1,2,4-thiadiazol-5-yl)-2-methyl-5-(3-(trifluoromethyl)phenyl)furan-3-carboxamide